C(#CC)OP(=O)([O-])[O-] propynylphosphate